[Si](C)(C)(C(C)(C)C)OCCCCCCC(CCCCO)(O)CCCCCCO[Si](C)(C)C(C)(C)C 11-((tert-butyldimethylsilyl)oxy)-5-(6-((tert-butyldimethylsilyl)oxy)hexyl)undecane-1,5-diol